(S)-3-(((tert-Butyldimethylsilyl)oxy)methyl)piperazine-1-carboxylic acid tert-butyl ester C(C)(C)(C)OC(=O)N1C[C@H](NCC1)CO[Si](C)(C)C(C)(C)C